2,2,4,4-tetraisopropylhexahydropyrano[3,2-f][1,3,5,2,4]trioxadisilocin-9-yl 2-((tert-butoxycarbonyl)amino)benzoate C(C)(C)(C)OC(=O)NC1=C(C(=O)OC2CC3O[Si](O[Si](OCC3OC2)(C(C)C)C(C)C)(C(C)C)C(C)C)C=CC=C1